C(CCCCCCCC)C1OC1 2-nonyloxirane